CC1=CC=C(C=C1)S(=O)(=O)NN=C1CCN(CC1)C=1C=NC(=CC1)[N+](=O)[O-] 4-methyl-N-[[1-(6-nitro-3-pyridyl)-4-piperidylidene]amino]-benzenesulfonamide